N-(3-{[5-(2-cyclopropylethynyl)-2-[(1-methyl-1H-pyrazol-4-yl)amino]pyrimidin-4-yl]amino}-4-fluorophenyl)prop-2-enamide methyl-cyclopentene-1,1-dicarboxylate COC(=O)C1(C=CCC1)C(=O)O.C1(CC1)C#CC=1C(=NC(=NC1)NC=1C=NN(C1)C)NC=1C=C(C=CC1F)NC(C=C)=O